4-{2-[(2R)-4-methyl-2-(2-methylphenyl)piperazin-1-yl]-7-azaspiro[3.5]nonan-7-yl}-N-[3-nitro-4-({[(1r,4r)-4-hydroxy-4-methylcyclohexyl]methyl}amino)benzenesulfonyl]benzamide CN1C[C@H](N(CC1)C1CC2(C1)CCN(CC2)C2=CC=C(C(=O)NS(=O)(=O)C1=CC(=C(C=C1)NCC1CCC(CC1)(C)O)[N+](=O)[O-])C=C2)C2=C(C=CC=C2)C